CS(=O)(=O)OCCCCS(=O)(=O)C (methylsulfonyl)butyl methanesulfonate